N-{[4-(difluoromethyl)-5-(propan-2-yl)pyridin-2-yl](phenyl)methyl}-4-fluoro-1-[2-(1H-1,2,3-triazol-5-yl)acetyl]pyrrolidine-2-carboxamide FC(C1=CC(=NC=C1C(C)C)C(NC(=O)C1N(CC(C1)F)C(CC1=CN=NN1)=O)C1=CC=CC=C1)F